C(C)OC1=C(C=C2CCN(C(C2=C1)CCC1=CNC2=CC=C(C=C12)OC)C(=O)C=1C=NC=CC1)OC (7-ethoxy-6-methoxy-1-(2-(5-methoxy-1H-indol-3-yl)ethyl)-3,4-dihydroisoquinolin-2(1H)-yl)(pyridin-3-yl)methanone